methyl 2-[4-(difluoromethyl)-1-oxo-[1,2,4]triazino[4,5-a]indol-2-yl]acetate FC(C1=NN(C(C=2N1C=1C=CC=CC1C2)=O)CC(=O)OC)F